1-[2-(2,5-dichlorophenyl)acetyl]piperidine tert-butyl-(3R,4R)-3-(dibenzylamino)-4-fluoropyrrolidine-1-carboxylate C(C)(C)(C)OC(=O)N1C[C@H]([C@@H](C1)F)N(CC1=CC=CC=C1)CC1=CC=CC=C1.ClC1=C(C=C(C=C1)Cl)CC(=O)N1CCCCC1